4-bromo-2-(dicyanomethyl)benzoic acid methyl ester COC(C1=C(C=C(C=C1)Br)C(C#N)C#N)=O